C(C1=CC=CC=C1)N1C(CC(CC1)N1N=CN(C1=O)CC1=CC=CC=C1)=O 1-benzyl-4-(4-benzyl-5-oxo-4,5-dihydro-1H-1,2,4-triazol-1-yl)piperidin-2-one